C1(CC1)SC1=CC=CC=C1 4-cyclopropylsulfanyl-benzene